heptenamine C(=CCCCCC)N